BrC(C(OC1=CC(=C(C=C1Cl)NC(=O)N[C@@H](C)C=1N(N=CN1)C1=NC=CC=N1)Cl)(F)F)F 1-[4-(2-bromo-1,1,2-trifluoro-ethoxy)-2,5-dichloro-phenyl]-3-[(1S)-1-(2-pyrimidin-2-yl-1,2,4-triazol-3-yl)ethyl]urea